COC1=CC=C(CN2C=C(C=C2)OCC2=CC=C(C=C2)OC)C=C1 1-(4-methoxybenzyl)-3-((4-methoxybenzyl)oxy)-1H-pyrrole